FC1=C(C=C(C=C1)F)C1=CC(=NC=C1)[C@H]1[C@@H](COCC1)C 4-(2,5-difluorophenyl)-2-((3S,4R)-3-methyltetrahydro-2H-pyran-4-yl)pyridine